1-(3,3-dimethyl-cyclohexyl)ethan-1-one CC1(CC(CCC1)C(C)=O)C